3-((3-iodophenyl)methoxy)-2-phenyl-piperidine IC=1C=C(C=CC1)COC1C(NCCC1)C1=CC=CC=C1